C(C)(C)(C)NC1=NC(=NC=C1C(=O)N)NC1CCC(CC1)(C)O 4-(tert-butylamino)-2-((1s,4s)-4-hydroxy-4-methylcyclohexylamino)pyrimidine-5-carboxamide